C(CC(O)(C(=O)O)CC(=O)O)(=O)O.C(=CC)C(O)C(O)CO propenyl-glycerol citrate